S(=O)(=O)(O)O.CSC(N)=N.CSC(N)=N S-methylisothiourea hemi-sulfate